2-(6-(((1S,4S,5S,6R)-6-fluoro-1,4-dimethyl-2-azabicyclo[2.2.1]heptan-5-yl)(methyl)amino)pyridazin-3-yl)-5-(1H-imidazol-1-yl)phenol F[C@@H]1[C@H]([C@@]2(CN[C@]1(C2)C)C)N(C2=CC=C(N=N2)C2=C(C=C(C=C2)N2C=NC=C2)O)C